ClC1=CC=2N=CN(C(C2C(=N1)C1=C(C=C(C=C1)Cl)F)=O)C 7-chloro-5-(4-chloro-2-fluorophenyl)-3-methylpyrido[4,3-d]Pyrimidin-4(3H)-one